C1(CCCCC1)CS(=O)(=O)NC1=NOC2=C1C(=CC(=C2)CN2N=CC(=C2)CNC(C=C)=O)OC N-((1-((3-((cyclohexylmethyl)sulfonamido)-4-methoxybenzo[d]isoxazol-6-yl)methyl)-1H-pyrazol-4-yl)methyl)acrylamide